(2-((4-bromo-2-methoxy-6-methylphenoxy)methoxy)ethyl)trimethylsilane BrC1=CC(=C(OCOCC[Si](C)(C)C)C(=C1)C)OC